(3S)-tert-butyl 6-(2-(2-(dimethylamino)propyl)benzo[d]thiazol-5-yl)-3-methyl-3,4-dihydropyridine-1(2H)-carboxylate CN(C(CC=1SC2=C(N1)C=C(C=C2)C2=CC[C@@H](CN2C(=O)OC(C)(C)C)C)C)C